ClC=1C=C(C=CC1C(F)(F)F)C1N(CC(CC1)C)C(C(=O)NC=1C=NC=C(C(=O)N)C1)=O 5-(2-(2-(3-chloro-4-(trifluoromethyl)phenyl)-5-methylpiperidin-1-yl)-2-oxoacetamido)nicotinamide